(1-ethynyl-5-azaspiro[2.5]octan-5-yl)(3-methoxy-4-nitrophenyl)methanone C(#C)C1CC12CN(CCC2)C(=O)C2=CC(=C(C=C2)[N+](=O)[O-])OC